C(C)(C)(C)OOC(=C)C#CC(C)OOC(C)(C)C 2,5-di(tert-butylperoxy)hexyneN